5-chloro-N-(3-chloro-5-(methylsulfonamido)phenyl)-1-(5-fluoropyrimidin-2-yl)-1H-pyrrole-3-carboxamide ClC1=CC(=CN1C1=NC=C(C=N1)F)C(=O)NC1=CC(=CC(=C1)NS(=O)(=O)C)Cl